tert-butyl 1-(5-methyl-1,3,4-oxadiazol-2-yl)-6-azabicyclo[3.1.1]heptane-6-carboxylate CC1=NN=C(O1)C12CCCC(N1C(=O)OC(C)(C)C)C2